1,1,2,3,3-pentafluoro-1,3-dimethoxypropane FC(C(C(OC)(F)F)F)(OC)F